5-methyl-2-oxo-6-phenyl-1,2-dihydropyridine-3-carboxylic acid CC=1C=C(C(NC1C1=CC=CC=C1)=O)C(=O)O